tert-butyl 4-(6-(bicyclo[1.1.1]pentan-1-ylcarbamoyl)pyridin-3-yl)piperazine-1-carboxylate C12(CC(C1)C2)NC(=O)C2=CC=C(C=N2)N2CCN(CC2)C(=O)OC(C)(C)C